2-Methylfuro[3,2-h]quinazoline-4,6-diol CC1=NC2=C3C(=C(C=C2C(=N1)O)O)C=CO3